Tetraethylene Glycol Diheptanoate C(CCCCCC)(=O)OCCOCCOCCOCCOC(CCCCCC)=O